N1CC(CC1)OC1=C(C=CC=C1)C1=CC(=NO1)NC=1N=CC(=NC1)C#N 5-(5-(2-(pyrrolidin-3-yloxy)phenyl)isoxazol-3-ylamino)pyrazine-2-carbonitrile